CO methane-ol